pentanediol diacrylate C(C=C)(=O)OC(CCCC)OC(C=C)=O